(R)-3-(3-chloro-4-fluorophenyl)-1-(1-(6,7-difluoro-4-oxo-3,4-dihydrophthalazin-1-yl)ethyl)-1-isobutylurea ClC=1C=C(C=CC1F)NC(N(CC(C)C)[C@H](C)C1=NNC(C2=CC(=C(C=C12)F)F)=O)=O